NCC(=O)NC1=C(C=CC=C1)SC1=CC(=CC=C1)F 2-amino-N-(2-((3-fluorophenyl)thio)phenyl)acetamide